C(C)(C)(C)OC(=O)NC(C(=O)O)C(C=1SC=CC1)O 2-((tert-butoxycarbonyl)amino)-3-hydroxy-3-(thiophen-2-yl)propionic acid